6-(Acetoxymethyl)-5-(4-fluorophenyl)-1-methyl-4-oxo-1,4-dihydropyridine-3-carboxylic acid methyl ester COC(=O)C1=CN(C(=C(C1=O)C1=CC=C(C=C1)F)COC(C)=O)C